2-(2-bromo-N-(5-chloro-2-propoxybenzyl)acetamido)-N-propyl-1,1-biphenyl-4-carboxamide BrCC(=O)N(CC1=C(C=CC(=C1)Cl)OCCC)C1=C(C=CC(=C1)C(=O)NCCC)C1=CC=CC=C1